4-(dimethylamino)butan CN(CCCC)C